OC1=NC=CC=C1C1=NC2=CC=C(C=C2C=C1C=1C(=NC=CC1)O)NC(=O)NCC(CC)O 1-(2,3-bis(2-hydroxypyridin-3-yl)quinolin-6-yl)-3-(2-hydroxybutyl)urea